6-((4-cyano-2-fluorobenzyl)oxy)-5'-fluoro-2'-oxo-[2,4'-bipyridin] C(#N)C1=CC(=C(COC2=CC=CC(=N2)C2=CC(NC=C2F)=O)C=C1)F